FC1=C(C(=CC(=C1)C1=CC=C(C2=C1CC(O2)(C)C)OC)F)N(CCCC(=O)O)C 4-{[2,6-difluoro-4-(7-methoxy-2,2-dimethyl-2,3-dihydro-benzofuran-4-yl)-phenyl]-methyl-amino}-butyric acid